CC(C)(CCC(CC)(Cl)C)Cl 2,5-dimethyl-2,5-dichloroheptane